FC(OC1=C(C=C(C=C1)SC)C1=NN(C=C1NC(=O)C=1C=NN2C1N=CC=C2)CC(=O)N2CCC(CC2)N2CCN(CC2)C2COC2)F N-[3-[2-(difluoromethoxy)-5-methylsulfanyl-phenyl]-1-[2-[4-[4-(oxetan-3-yl)piperazin-1-yl]-1-piperidyl]-2-oxo-ethyl]pyrazol-4-yl]pyrazolo[1,5-a]pyrimidine-3-carboxamide